tert-butyl (3R)-3-[[4-[[2-[(4-methylthieno[3,2-b]pyrrole-5-carbonyl)amino]phenyl]methoxy]phenoxy] methyl]pyrrolidine-1-carboxylate CN1C2=C(C=C1C(=O)NC1=C(C=CC=C1)COC1=CC=C(OC[C@H]3CN(CC3)C(=O)OC(C)(C)C)C=C1)SC=C2